1H-pyrazolo[4,3-b]Pyridin-3-amine N1N=C(C2=NC=CC=C21)N